CN(CCCN1C=[N+](C=C1)CCCN(C)C)C 1,3-bis[3-(dimethylamino)propyl]imidazolium